(3,4-dimethylbenzyl)ethane CC=1C=C(CCC)C=CC1C